(6-chloro-4-(4-fluoro-2-(4-methyl-4H-1,2,4-triazol-3-yl)phenyl)pyridin-3-yl)(ethyl)carbamic acid tert-butyl ester C(C)(C)(C)OC(N(CC)C=1C=NC(=CC1C1=C(C=C(C=C1)F)C1=NN=CN1C)Cl)=O